(±)-trans-N-(8-amino-6-chloro-2,7-naphthyridin-3-yl)-2-(cyanomethyl)cyclopropanecarboxamide NC=1N=C(C=C2C=C(N=CC12)NC(=O)[C@H]1[C@@H](C1)CC#N)Cl |r|